CC(CC)C1C(CCCC1)=O 2-butan-2-yl-cyclohexan-1-one